ClC=1C=CC(=NC1)NC(C=1NC(=C(N1)S(=O)(=O)C)C)C=1SC(=CC1)Cl 5-chloro-N-((5-chlorothiophen-2-yl)(5-methyl-4-(methylsulfonyl)-1H-imidazol-2-yl)methyl)pyridin-2-amine